tert-butyl (S)-3-methyl-2-(2-oxo-4-(vinylsulfonyl)piperazin-1-yl)butanoate CC([C@@H](C(=O)OC(C)(C)C)N1C(CN(CC1)S(=O)(=O)C=C)=O)C